FC1=C(C=CC=N1)N1CCN(CC1)CC=1C(=C2NC(C(=NC2=CC1)C(F)(F)F)=O)F 6-fluoro-5-(4-((5-fluoro-3-oxo-2-(trifluoromethyl)-3,4-dihydroquinoxalin-6-yl)methyl)piperazin-1-yl)pyridine